(R)-3-((2-(3-((tert-butoxycarbonyl)amino)propyl)-2H-indazol-5-yl)oxy)-2-hydroxyLevulinic acid C(C)(C)(C)OC(=O)NCCCN1N=C2C=CC(=CC2=C1)OC([C@H](C(=O)O)O)C(=O)C